[N+]12(CCN(CC1)CC2)C2=NC(=C(C1=CC=C(C=C21)OCC2=CC=CC=C2)C2=CC=C(C=C2)F)C2CCOCC2 1-(4-aza-1-azoniabicyclo[2.2.2]oct-1-yl)-7-benzyloxy-4-(4-fluorophenyl)-3-tetrahydropyran-4-yl-isoquinoline